8-(4-(benzyloxy)-2-methoxyphenoxy)-4-hydroxy-6-methoxy-3-pentylquinoline-2(1H)-one C(C1=CC=CC=C1)OC1=CC(=C(OC=2C=C(C=C3C(=C(C(NC23)=O)CCCCC)O)OC)C=C1)OC